2-(furan-2-yl)ethane-1,2-diol O1C(=CC=C1)C(CO)O